1,4-bis(bromomethyl)-2-fluorobenzene BrCC1=C(C=C(C=C1)CBr)F